The molecule is the enol tautomer of isocyanuric acid. It has a role as a xenobiotic. It is a member of 1,3,5-triazines and a heteroaryl hydroxy compound. It is a tautomer of an isocyanuric acid. C1(=O)NC(=O)NC(=O)N1